3-(4-((8-((2-(isopropylsulfonyl)phenyl)amino)octyl)thio)-1-oxoisoindolin-2-yl)piperidine-2,6-dione C(C)(C)S(=O)(=O)C1=C(C=CC=C1)NCCCCCCCCSC1=C2CN(C(C2=CC=C1)=O)C1C(NC(CC1)=O)=O